ClC=1C=NC=CC1C[C@@H](C(=O)N1CC2(COC2)C1)NC(OC(C)(C)C)=O tert-butyl N-[(1S)-1-[(3-chloro-4-pyridyl)methyl]-2-(2-oxa-6-azaspiro[3.3]heptan-6-yl)-2-oxo-ethyl]carbamate